CN(C1=CC=CC=C1)N1CCC1 (methyl(phenyl)amino)azetidin